COC1=CC=C(C=C1)CC para-methoxy-ethylbenzene